C1(CCC1)N1N=CC(=C1)N1C(SC=C1)C=1C=NN(C1)CC N-(1-cyclobutyl-1H-pyrazol-4-yl)-2-(1-ethyl-1H-pyrazol-4-yl)-1,3-thiazole